C(C)(=O)OC=1C(=NC=CC1OC)C(N[C@@H](C)C1=NOC(=N1)C1=CC=C(C=C1)Cl)=O (S)-2-((1-(5-(4-chlorophenyl)-1,2,4-oxadiazol-3-yl)ethyl)carbamoyl)-4-methoxypyridin-3-yl acetate